O1[C@H](C1)CNC(O)=O.NC1=C2C(=NC=N1)N(N=C2C2=CC(=CC=C2)F)CC=2OC1=CC=CC=C1C(C2C2=CC=CC=C2)=O 2-((4-amino-3-(3-fluorophenyl)-1H-pyrazolo[3,4-d]pyrimidin-1-yl)methyl)-3-phenyl-4H-chromen-4-one [(2S)-oxiran-2-ylmethyl]carbamate